4-((1H-pyrazol-1-yl)methyl)-6-fluoro-3-methoxy-2-methylbenzonitrile N1(N=CC=C1)CC1=C(C(=C(C#N)C(=C1)F)C)OC